C1(=CC=CC=C1)NC(OC1=C(C=CC=C1)CCCCC)=O (pentylphenyl) N-phenylcarbamate